C(C)C1=C(C(=CC(=C1)C(C1=CC=CC=C1)C1=CC=CC=C1)CC)C1=C(C(=CC=C1)C1=C(C=C(C=C1CC)C(C1=CC=CC=C1)C1=CC=CC=C1)CC)P(C1CCCCC1)C1CCCCC1 {2,6-bis[2,6-diethyl-4-(benzhydryl)phenyl]phenyl}-dicyclohexylphosphine